(2R)-6-chloro-4-oxo-N-[4-({[5-(trifluoromethyl)pyridin-2-yl]methyl}carbamoyl)bicyclo[2.2.2]octan-1-yl]-3,4-dihydro-2H-1-benzopyran-2-carboxamide ClC=1C=CC2=C(C(C[C@@H](O2)C(=O)NC23CCC(CC2)(CC3)C(NCC3=NC=C(C=C3)C(F)(F)F)=O)=O)C1